C(C)(=O)OC\C=C(\C(C1S(C(C(=C1)C)CC1=C(CCCC1(C)C)C)(=O)=O)O)/C (E)-4-hydroxy-3-methyl-4-(4-methyl-1,1-dioxido-5-((2,6,6-trimethylcyclohex-1-en-1-yl)methyl)-2,5-dihydrothiophen-2-yl)but-2-en-1-yl acetate